FC=1C=C(C=CC1)C=1C(=NN(C1C(=O)O)C=1SC(=C(N1)N1CCC(CC1)(C(F)(F)F)OCCOC)SC(C)C)C 4-(3-fluorophenyl)-1-(5-(isopropylthio)-4-(4-(2-methoxyethoxy)-4-(trifluoromethyl)piperidin-1-yl)thiazol-2-yl)-3-methyl-1H-pyrazole-5-carboxylic acid